3,4-dichloro-1,1,1,2,2,5,5,6,6,6-decafluoro-3-hexene ClC(C(C(F)(F)F)(F)F)=C(C(C(F)(F)F)(F)F)Cl